C(C)(C)(C)OC(NCCBr)=O (2-bromo-ethyl)-carbamic acid tert-butyl ester